vinylphenylboronate C(=C)OB([O-])C1=CC=CC=C1